ClC1=CC(=C(C=C1)C=1C=2N(N=C(C1)C1CCOC(=C1)C1=CC(=NC=C1)C)C(C(=C(N2)C)C)=O)F 9-(4-chloro-2-fluoro-phenyl)-2,3-dimethyl-7-[6-(2-methyl-4-pyridyl)-3,4-dihydro-2H-pyran-4-yl]pyrimido[1,2-b]pyridazin-4-one